BrC1=CC(=C(N)C(=C1)C1COCC1)C 4-Bromo-2-methyl-6-(tetrahydrofuran-3-yl)aniline